(R)-2-((3-(methoxycarbonyl)bicyclo[1.1.1]Pentane-1-yl)methyl)-3-oxohexahydroimidazo[1,5-a]Pyrazine-7(1H)-carboxylic acid tert-butyl ester C(C)(C)(C)OC(=O)N1C[C@@H]2N(CC1)C(N(C2)CC21CC(C2)(C1)C(=O)OC)=O